2-(6-Chloro-benzothiazol-2-ylamino)-1-methyl-1H-benzoimidazole-5-carboxylic acid ethylamide C(C)NC(=O)C1=CC2=C(N(C(=N2)NC=2SC3=C(N2)C=CC(=C3)Cl)C)C=C1